methyl 4-bromo-1-(1-ethoxy-3-methyl-1-oxobutan-2-yl)-1H-pyrazole-3-carboxylate BrC=1C(=NN(C1)C(C(=O)OCC)C(C)C)C(=O)OC